C(C=CC1=CC=CC=C1)(=O)O[C@]1(C(C(=C2C=C(N(C=C2C1=O)C1=CC=C(C=C1)C1=CC=C(C=C1)C#N)\C=C\C(=C\[C@H](CC)C)\C)Cl)=O)C (R)-5-chloro-2-(4'-cyano-[1,1'-biphenyl]-4-yl)-3-((S,1E,3E)-3,5-dimethylhepta-1,3-dien-1-yl)-7-methyl-6,8-dioxo-2,6,7,8-tetrahydroisoquinolin-7-yl cinnamate